naphthyridine-4(1H)-one C1=CC2=C(NC=CC2=O)N=C1